C(C)(C)(C)OC(=O)N1CCC(CC1)C=1N=NN(C1)CC1=NC=C(C=C1)C=1OC(=NN1)C(F)F 4-(1-((5-(5-(difluoromethyl)-1,3,4-oxadiazol-2-yl)pyridin-2-yl)methyl)-1H-1,2,3-triazol-4-yl)piperidine-1-carboxylic acid tert-butyl ester